CN1CC(C1)(C)[C@@](C=1C=C(C=NC1)C1=NOC(=N1)C1CC(N(C1)CC(C)C)=O)(C1=CC=C(C=C1)C(C)C)O 4-(3-{5-[(R)-(1,3-dimethyl-azetidin-3-yl)-hydroxy-(4-isopropyl-phenyl)-methyl]-pyridin-3-yl}-[1,2,4]Oxadiazol-5-yl)-1-isobutyl-pyrrolidin-2-one